OC(C)(C)C=1SC(=CN1)[S@@](=O)(N)=NC(NC1=C2C(=NC3=C1CCC3)[C@@H](CC2)C)=O (R,R)-2-(2-hydroxypropan-2-yl)-N'-((3-methyl-1,2,3,5,6,7-hexahydrodicyclopenta[b,e]pyridin-8-yl)carbamoyl)thiazole-5-sulfonimidamide